N-2,3-dibromopropyl-4,5-dibromohexahydrophthalimide BrC(CN1C(C2C(C1=O)CC(C(C2)Br)Br)=O)CBr